CN(C(=O)C1=C(C=C(C=C1)C(CC(=O)O)C=1SC=C(N1)CCCC1=NC=2NCCCC2C=C1)F)C 3-(4-(dimethylcarbamoyl)-3-fluorophenyl)-3-(4-(3-(5,6,7,8-tetrahydro-1,8-naphthyridin-2-yl)propyl)thiazol-2-yl)propanoic acid